(S)-pyrrolo[3,4-b]pyridin-5-one N1=C2C(=CC=C1)C(N=C2)=O